8-cyclopropyl-5,6-difluoronaphthalen-1-ol C1(CC1)C=1C=C(C(=C2C=CC=C(C12)O)F)F